N'-((1,2,3,5,6,7-hexahydrodicyclopenta[b,e]pyridin-8-yl)carbamoyl)-4-propionylthiophene-2-sulfonimidamide C1CCC2=NC3=C(C(=C21)NC(=O)N=S(=O)(N)C=2SC=C(C2)C(CC)=O)CCC3